[2H]C(N1C2=C(C=CCC1=O)C=C(C=C2)S(=O)(=O)C)([2H])[2H] 1-trideuteriomethyl-7-(methylsulfonyl)-1H-benzo[b]azepin-2(3H)-one